5-methylpyridazine-3(2H)-one CC1=CC(NN=C1)=O